3-chloro-5-fluoro-2-methoxybenzaldehyde ClC=1C(=C(C=O)C=C(C1)F)OC